3-(3-chloro-5-(4-meth-ylbenzoyloxy)benzylideneamino)benzoic acid ClC=1C=C(C=NC=2C=C(C(=O)O)C=CC2)C=C(C1)OC(C1=CC=C(C=C1)C)=O